1-(2-ethylhexyl)-5-propylbiguanide C(C)C(CNC(=N)NC(=N)NCCC)CCCC